FC1=C(CN2C(C=3C=CC=NC3C(=C2)C(=O)N[C@@H]2[C@H](COCC2)O)=O)C=CC(=C1)C1=CC(=NC=C1)C 6-(2-fluoro-4-(2-methylpyridin-4-yl)benzyl)-N-((3R,4S)-3-hydroxytetrahydro-2H-pyran-4-yl)-5-oxo-5,6-dihydro-1,6-naphthyridine-8-carboxamide